Cl.NC/C(/CN1N=CN(C1=O)C1=C(C=C(C=C1)Br)F)=C/F 2-[(2Z)-2-(aminomethyl)-3-fluoroprop-2-en-1-yl]-4-(4-bromo-2-fluorophenyl)-2,4-dihydro-3H-1,2,4-triazol-3-one hydrochloride